Cl.FC=1C=C(COC2=CC=C(CN[C@H](C[NH-])C)C=C2)C=CC1 (S)-2-(4-(3-fluorobenzyloxy)benzylamino)propylamide hydrochloride